(2R,4R)-4-hydroxypyrrolidine-1,2-dicarboxylic acid 2-benzyl ester 1-tert-butyl ester C(C)(C)(C)OC(=O)N1[C@H](C[C@H](C1)O)C(=O)OCC1=CC=CC=C1